tert-butyl (3aR,5s,6aS)-5-((4-cyano-6-(5-fluoro-2-methylphenyl)pyridazin-3-yl)amino)hexahydrocyclopenta[c]pyrrole-2(1H)-carboxylate C(#N)C1=C(N=NC(=C1)C1=C(C=CC(=C1)F)C)NC1C[C@@H]2[C@@H](CN(C2)C(=O)OC(C)(C)C)C1